NC1=C2C(=NC=N1)N(N=C2C#CC2=C(C1=C(N(C(=N1)C)C)C=C2F)F)[C@H]2C[C@@H](N(C2)C(C=C)=O)COC 1-((2R,4S)-4-(4-amino-3-((4,6-difluoro-1,2-dimethyl-1H-benzo[d]imidazol-5-yl)ethynyl)-1H-pyrazolo[3,4-d]pyrimidin-1-yl)-2-(methoxymethyl)pyrrolidin-1-yl)prop-2-en-1-one